C(C)C(CSP(=S)(OCC(CCCC)CC)[O-])CCCC.[Mo+]=O molybdenum oxide di(2-ethylhexyl)dithiophosphate